N[C@H](C(=O)O)CNC(CNC(C1=CC(=CC=C1)NC=1NCC(CN1)F)=O)=O (2S)-2-amino-3-[[2-[[3-[(5-fluoro-1,4,5,6-tetrahydropyrimidin-2-yl)amino]benzoyl]amino]acetyl]amino]propanoic acid